1-(N-((2-(benzyloxy)-2-oxoethoxy)carbonyl)sulfamoyl)piperidine-4-carboxylic acid methyl ester COC(=O)C1CCN(CC1)S(NC(=O)OCC(=O)OCC1=CC=CC=C1)(=O)=O